(5-((6-amino-2-(2-hydroxyethoxy)-8-methoxy-9H-purin-9-yl)methyl)-2-methoxybenzyl)phosphonic acid dimethyl ester COP(OC)(=O)CC1=C(C=CC(=C1)CN1C2=NC(=NC(=C2N=C1OC)N)OCCO)OC